FC(C1=NN=C(O1)C1=CC=C(CN2N=C(N=N2)C=2C=C(C=NC2)NC(=O)N2CCOCC2)C=C1)F N-(5-(2-(4-(5-(difluoromethyl)-1,3,4-oxadiazol-2-yl)benzyl)-2H-tetrazol-5-yl)pyridin-3-yl)morpholine-4-carboxamide